P(=O)(OCCOCCO)(OCCOCCO)OCCOCCO tris[2-(2-hydroxyethoxy) ethyl] phosphate